tert-Butyl 2-((tert-butoxycarbonyl)oxy)-3-((S)-2-chloro-2-((3aS,4S,6S,7aR)-3a,5,5-trimethylhexahydro-4,6-methanobenzo[d][1,3,2]dioxaborol-2-yl)ethyl)benzoate C(C)(C)(C)OC(=O)OC1=C(C(=O)OC(C)(C)C)C=CC=C1C[C@H](B1O[C@@]2([C@H](O1)C[C@H]1C([C@@H]2C1)(C)C)C)Cl